NCC1=CC(=C(C=C1)COC1=CC=C(C=C1)NC(=O)NCC=1C=C2CN(C(C2=CC1)=O)C1C(NC(CC1)=O)=O)OC1COC1 1-(4-{[4-(aminomethyl)-2-(oxetan-3-yloxy)phenyl]methoxy}phenyl)-3-{[2-(2,6-dioxopiperidin-3-yl)-1-oxo-2,3-dihydro-1H-isoindol-5-yl]methyl}urea